sodium N-(((2-(4-acetylphenyl)-7,7-dimethyl-1,3-dioxo-2,3,5,12b-tetrahydro-1H,7H-chromeno[4,3-c][1,2,4]triazolo[1,2-a]pyridazin-10-yl) oxy) carbonyl)-N-methylglycinate C(C)(=O)C1=CC=C(C=C1)N1C(N2N(CC=C3C2C=2C=CC(=CC2OC3(C)C)OC(=O)N(CC(=O)[O-])C)C1=O)=O.[Na+]